COC1=C(C=CC(=C1)/C=N/N(C)C1=NC=NC2=C(C=CC=C12)OC)B(O)O [2-methoxy-4-[(E)-[(8-methoxyquinazolin-4-yl)-methylhydrazono]methyl]phenyl]boronic acid